di-tert-butyl (2-cyano-6-fluorophenyl)-2-imidodicarbonate C(#N)C1=C(C(=CC=C1)F)N(C(=O)OC(C)(C)C)C(=O)OC(C)(C)C